C(C)(=O)O[C@@H]1[C@@H]([C@@H](OC=C1)C)CC(=O)[O-] (2s,3r,4s)-4-(acetoxy)-2-methyl-3,4-dihydro-2H-pyran-3-ylacetate